(R)-4-((1S,3R,5S,8S,9S,10S,13R,14S,17R)-1,3-dihydroxy-10,13-dimethylhexadecahydro-1H-cyclopenta[a]phenanthren-17-yl)-N-methoxy-N-methylpentanamide O[C@H]1C[C@@H](C[C@@H]2CC[C@H]3[C@@H]4CC[C@@H]([C@]4(CC[C@@H]3[C@@]12C)C)[C@@H](CCC(=O)N(C)OC)C)O